BrC1=C(C=C(C=C1C)Br)C 2,5-Dibromometa-xylene